5-chloro-2-[[8-(5-chloropyrimidin-2-yl)oxy-1-naphthyl]oxy]pyrimidine ClC=1C=NC(=NC1)OC1=CC=CC2=CC=CC(=C12)OC1=NC=C(C=N1)Cl